4-amino-1-((2S,5S)-5-ethynyl-5-(hydroxymethyl)-2,5-dihydrofuran-2-yl)-5-fluoropyrimidin-2(1H)-one NC1=NC(N(C=C1F)[C@H]1O[C@](C=C1)(CO)C#C)=O